Methyl 5-((3-(3-((3-chloro-4-(trifluoromethoxy)benzyl)amino)propanamido)propyl)amino)benzo[c][2,6]naphthyridine-8-carboxylate ClC=1C=C(CNCCC(=O)NCCCNC2=NC3=C(C4=CN=CC=C24)C=CC(=C3)C(=O)OC)C=CC1OC(F)(F)F